Cl.ClC1=CC(=C2C(=N1)C(=C(S2)C[C@@H](N)C(=O)NC2=CC=C(C=C2)C)C)NCC=2OC=CC2 3-(5-chloro-7-{[(furan-2-yl)methyl]amino}-3-methylthieno[3,2-b]pyridin-2-yl)-N-(4-methylphenyl)-D-alaninamide hydrochloride